1-(4-bromophenyl)-N,N-dimethyl-methanamine BrC1=CC=C(C=C1)CN(C)C